1-[4-[6-[5-[[6-(1,1-difluoroethyl)pyrazin-2-yl]amino]-1-methyl-pyrazol-4-yl]-3-pyridinyl]phenyl]cyclopropanecarboxylic acid methyl ester COC(=O)C1(CC1)C1=CC=C(C=C1)C=1C=NC(=CC1)C=1C=NN(C1NC1=NC(=CN=C1)C(C)(F)F)C